[Ir+3].CN1C=NC2=C1C=CC=C2C2=CN=C(C(=N2)C(=O)N)NC2=CC=C(C=C2)N2CCOCC2 6-(1-methylbenzimidazol-4-yl)-3-(4-morpholinoanilino)pyrazine-2-carboxamide iridium (III)